C(CCC)C(CC(=O)O)CCCCC 3-butyloctanoic acid